2-methylpropyl (Z)-2-methylbut-2-enoate (ISOBUTYL ANGELATE) C(C(C)C)C/C(/C(=O)O)=C/C.C/C(/C(=O)OCC(C)C)=C/C